5-(6-cyclobutyl-3-(ethylsulfonyl)pyridin-2-yl)-2-(trifluoromethyl)pyrazolo[1,5-a]pyrimidine C1(CCC1)C1=CC=C(C(=N1)C1=NC=2N(C=C1)N=C(C2)C(F)(F)F)S(=O)(=O)CC